2-pentafluoroethyl-4,5-dicyanoimidazole lithium salt [Li].FC(C(F)(F)F)(C=1NC(=C(N1)C#N)C#N)F